NC1=NC(=CC(=N1)C1=C(C#N)C=CC=C1)C=1N=NN(C1)CC1=NC(=CC=C1)N(S(=O)(=O)C)S(=O)(=O)C {2-Amino-6-[1-({6-[bis(methylsulfonyl)amino]-2-pyridyl}methyl)-1H-1,2,3-triazol-4-yl]-4-pyrimidinyl}benzonitrile